7-(cyclopentylamino)-2-(((1-(2,2,2-trifluoroethyl)piperidin-4-yl)thio)methyl)quinazolin-4(3H)-one C1(CCCC1)NC1=CC=C2C(NC(=NC2=C1)CSC1CCN(CC1)CC(F)(F)F)=O